ICC(C(=O)[O-])O 3-iodolactate